CS(=O)(=O)OCC(C)OC1=NC(=NC=C1C(NC1=C(C=CC=C1Cl)Cl)=O)NC1=CC=C(C=C1)N1CCN(CC1)C 2-((5-((2,6-dichlorophenyl)carbamoyl)-2-((4-(4-methylpiperazin-1-yl)phenyl)amino)pyrimidin-4-yl)oxy)propyl methanesulfonate